tert-butyl 4-((4-amino-2-(ethoxymethyl)-1-methyl-1H-imidazo[4,5-c]quinolin-9-yl)oxy)piperidine-1-carboxylate NC1=NC=2C=CC=C(C2C2=C1N=C(N2C)COCC)OC2CCN(CC2)C(=O)OC(C)(C)C